FC=1C=C(C=C(C1)[C@@H](CN[C@@H]([C@H]1CNC2=CC=CN=C2C1)C1=CC=CC=C1)C)CC(=O)O |o1:7| 2-(3-fluoro-5-((S or R)-1-(((S)-phenyl((R)-1,2,3,4-tetrahydro-1,5-naphthyridin-3-yl)methyl)amino)propan-2-yl)phenyl)acetic acid